C(C)[C@H]1OC2=NC3=CC=CC=C3C=C2CNC1 (R)-2-ethyl-2,3,4,5-tetrahydro-[1,4]oxazepino[7,6-b]quinoline